4-(2-nitro-phenyl)-1H-pyrrole-2,5-dione [N+](=O)([O-])C1=C(C=CC=C1)C1=CC(NC1=O)=O